P(=O)(O)(O)O.C(CC(O)(C(=O)O)CC(=O)O)(=O)O citric acid phosphate